ClC1=CC(=C2C=C(NC2=C1F)C(=O)N1CCN(CC1)C1=NC=CC=C1OC)C1CN(CC1)C (6-Chloro-7-fluoro-4-(1-methylpyrrolidin-3-yl)-1H-indol-2-yl)(4-(3-methoxypyridin-2-yl)piperazin-1-yl)methanone